CNC(CC#N)C 3-(methylamino)butanenitrile